C(C1=CC=CC=C1)OC1=CC=C(C=C1)OC(NS(=O)(=O)C1=CC=C(C)C=C1)=O N-(p-Toluenesulfonyl)carbamic acid p-benzyloxyphenyl ester